5-((2-(1-ethoxyvinyl)-5-isopropylpyridin-4-yl)oxy)pyrimidine-2,4-diamine C(C)OC(=C)C1=NC=C(C(=C1)OC=1C(=NC(=NC1)N)N)C(C)C